C(C1=CC=CC=C1)O[C@H]1[C@H](OC[C@H]1OCC1=CC=CC=C1)COCC1=CC=CC=C1 (2R,3R,4R)-3,4-bis(benzyloxy)-2-((benzyloxy)methyl)-tetrahydrofuran